N-[(1S)-1-(2,4-Difluorophenyl)ethyl]-2-{2'-oxo-1'H-spiro[cyclopropane-1,4'-quinazolin]-3'-yl}acetamide FC1=C(C=CC(=C1)F)[C@H](C)NC(CN1C(NC2=CC=CC=C2C12CC2)=O)=O